FC1=CC=CC=2C(=N[C@H](C(OC21)(C)C)C)C=2C=NC1=C(C=CC=C1C2C)F (3S)-9-fluoro-5-(8-fluoro-4-methyl-3-quinolyl)-2,2,3-trimethyl-3H-1,4-benzoxazepine